2-(8-(3-bromo-2-methylphenylamino)-1,7-naphthyridin-3-yl)pyrrolidine-1-carboxylic acid tert-butyl ester C(C)(C)(C)OC(=O)N1C(CCC1)C=1C=NC2=C(N=CC=C2C1)NC1=C(C(=CC=C1)Br)C